COC(C1=CC(=C(C(=C1)C)\C=C\C(=O)OC)C(C1=CC=CC=C1)=O)=O (E)-3-benzoyl-4-(3-methoxy-3-oxopropen-1-yl)-5-methylbenzoic acid methyl ester